FC=1C=C(C=CC1OC1=NC=NC2=CC(=C(C=C12)OC)OCC1CC2C(CN(C2)C)C1)NC(=O)C1(CC1)C(=O)NC1=CC=C(C=C1)F N-{3-fluoro-4-[(6-(methyloxy)-7-(2-methyl-octahydrocyclopenta[c]pyrrol-5-ylmethoxy)quinazolin-4-yl)oxy]phenyl}-N'-(4-fluorophenyl)cyclopropane-1,1-dicarboxamide